S1C=NC2=C1C=CC(=C2)C(=O)N2CCC1(CC(NC1=O)=O)CC2 (R)-8-(benzo[d]thiazole-5-carbonyl)-2,8-diazaspiro[4.5]decane-1,3-dione